FC(N1N=CC=C1C(=O)N1[C@@H](C2=C(CC1)NC=N2)C=2OC1=C(N2)C=CC(=C1)F)F (S)-(1-(difluoromethyl)-1H-pyrazol-5-yl)(4-(6-fluorobenzo[d]oxazol-2-yl)-6,7-dihydro-1H-imidazo[4,5-c]pyridin-5(4H)-yl)methanone